NC=1C=C(OC2=C(C=CC=C2)S(=O)(=O)C2=C(C=CC=C2)OC2=CC(=CC=C2)N)C=CC1 di(3-aminophenoxy phenyl) sulfone